FC1(CNCC1OC1=CC=C2C=NN(C2=C1)CC(F)(F)F)F 3,3-difluoro-4-((1-(2,2,2-trifluoroethyl)-1H-indazol-6-yl)oxy)pyrrolidin